COC1=CC(=C(C=C1NC1=NC=NC(=C1)N1OCC[C@@H]1C1=CC2=CC=CC=C2C=C1)NC(C=C)=O)N1CCC(CC1)N1CCN(CC1)C N-(4-methoxy-2-(4-(4-methylpiperazine-1-yl)piperidine-1-yl)-5-((6-((R)-3-(naphthalene-2-yl)isoxazolidine-2-yl)pyrimidine-4-yl)amino)phenyl)acrylamide